Helium argon 1,3-bis(3-(2-(2-propoxyethoxy)ethoxy)prop-1-en-2-yl)benzene C(CC)OCCOCCOCC(=C)C1=CC(=CC=C1)C(=C)COCCOCCOCCC.[Ar].[He]